methyl (1S,3R,4R,5R)-3-{[(2E)-3-(3,4-dimethoxyphenyl)prop-2-enoyl]oxy}-1,4-dihydroxy-5-{[(2E)-3-(3-hydroxy-4-methoxyphenyl)prop-2-enoyl]oxy}cyclohexane-1-carboxylate COC=1C=C(C=CC1OC)/C=C/C(=O)O[C@@H]1C[C@@](C[C@H]([C@H]1O)OC(\C=C\C1=CC(=C(C=C1)OC)O)=O)(C(=O)OC)O